C(C1=CC=CC=C1)OC1COCC2=C1NC(C1=C2C=C(S1)C1=CC=NC=C1)=O 4-(benzyloxy)-8-(pyridin-4-yl)-1,3,4,5-tetrahydro-6H-pyrano[4,3-b]thieno[3,2-d]pyridin-6-one